1-(4-methyl-4H-1,2,4-triazol-3-yl)-2-(3-nitrophenyl)propane-1,2-diol CN1C(=NN=C1)C(C(C)(O)C1=CC(=CC=C1)[N+](=O)[O-])O